triphenylmethane triisonitrile N#[C-].N#[C-].N#[C-].C1(=CC=CC=C1)C(C1=CC=CC=C1)C1=CC=CC=C1